N-cyclooctyl-4-(6-methoxypyridin-3-yl)-1H-pyrrole-2-carboxamide C1(CCCCCCC1)NC(=O)C=1NC=C(C1)C=1C=NC(=CC1)OC